Ethyl N-(3-ethoxy-3-oxopropanoyl)-N-(2-hydroxy-2-methylpropyl)-beta-alaninate C(C)OC(CC(=O)N(CCC(=O)OCC)CC(C)(C)O)=O